FC1=NN(C=C1B1OC(C(O1)(C)C)(C)C)COCC[Si](C)(C)C 3-fluoro-4-(4,4,5,5-tetramethyl-1,3,2-dioxaborolan-2-yl)-1-((2-(trimethylsilyl)ethoxy)methyl)-1H-pyrazole